N1(C=NC=C1)C1=CC(=NC=C1)N1CCC2(C(N3[C@H](O2)CC[C@H]3C3=CC=CC=C3)=O)CC1 (5'S,7a'R)-1-[4-(1H-imidazol-1-yl)pyridin-2-yl]-5'-phenyltetrahydro-3'H-spiro[piperidine-4,2'-pyrrolo[2,1-b][1,3]oxazol]-3'-one